tert-butyl 7-(methylamino)-3,4-dihydroisoquinoline-2(1H)-carboxylate CNC1=CC=C2CCN(CC2=C1)C(=O)OC(C)(C)C